FC1=C(C=CC2=C1SC1=C2C=CC(=C1F)OC(F)(F)F)C1CCC(CC1)C1CCC(CC1)CCC 4,6-Difluoro-3-[4-(4-propylcyclohexyl)cyclohexyl]-7-(trifluoromethoxy)dibenzothiophene